(S)-2-((1-((1,1-bis(4-fluorophenyl)prop-1-en-2-yl)amino)-3-methyl-1-oxobutan-2-yl)carbamoyl)-4-methoxypyridin-3-yl acetate C(C)(=O)OC=1C(=NC=CC1OC)C(N[C@H](C(=O)NC(=C(C1=CC=C(C=C1)F)C1=CC=C(C=C1)F)C)C(C)C)=O